C1(CC1)NC(C1=CC(=C(C=C1)C)C=1C=NN(C1)C=1N=C2N(C=C(C(=C2)O)S(=O)(=O)C(C)(C)C)C1)=O N-cyclopropyl-3-{1-[7-hydroxy-6-(2-methylpropane-2-sulfonyl)imidazo[1,2-a]pyridin-2-yl]-1H-pyrazol-4-yl}-4-methylbenzamide